butyl 3-formyl-3-methylpyrrolidine-1-carboxylate C(=O)C1(CN(CC1)C(=O)OCCCC)C